(3R,6S)-3-benzyl-6-(3-guanidinopropyl)-N-(4-hydroxyphenethyl)-4,7-dioxo-8-(3-phenylpropyl)hexahydropyrazino[2,1-c][1,2,4]oxadiazine-1(6H)-carboxamide C(C1=CC=CC=C1)[C@@H]1C(N2C(N(O1)C(=O)NCCC1=CC=C(C=C1)O)CN(C([C@@H]2CCCNC(=N)N)=O)CCCC2=CC=CC=C2)=O